O=C1N(C(C=C1)=O)CC(=O)NCCCC[C@H](NC(CCOCCOCCOCCOCCOCCOCCOCCOC)=O)C(=O)O (28S)-28-(4-{[(2,5-dioxo-2,5-dihydro-1H-pyrrol-1-yl)acetyl]amino}butyl)-26-oxo-2,5,8,11,14,17,20,23-octaoxa-27-azanonacosane-29-oic acid